FC1=CC=C(C=C1)N(C(C1=C(C=C(C(=C1)C(C)C)O)O)=O)C N-(4-fluorophenyl)-2,4-dihydroxy-5-isopropyl-N-methylbenzamide